4-((4-((2R,6S)-4-ethyl-6-methyl-5-oxomorpholin-2-yl)piperidin-1-yl)methyl)benzonitrile C(C)N1C[C@H](O[C@H](C1=O)C)C1CCN(CC1)CC1=CC=C(C#N)C=C1